(4-(3,6-dimethyl-9H-carbazole-9-yl)butyl)phosphonic acid CC=1C=CC=2N(C3=CC=C(C=C3C2C1)C)CCCCP(O)(O)=O